COC(=O)C=1C(=NC=CC1)C (methoxycarbonyl)-2-methylpyridine